[Br-].OC1=C(C=C(C=C1)F)C1=C(CCC2[N+](CCCC2)(C)C)C=CC=C1 2-[2-(2-hydroxy-5-fluorophenyl)-phenethyl]-N,N-dimethylpiperidinium bromide